(2-amino-3,4,5,6-Tetrafluorophenyl)boronic acid NC1=C(C(=C(C(=C1F)F)F)F)B(O)O